C(CCCCCCCCCCCCCCC)(=O)NCCCC[C@H](N)C(=O)O Nε-palmitoyllysine